The molecule is a monocarboxylic acid that is a 2-fluoro-[1,1'-biphenyl-4-yl] moiety linked to C-2 of propionic acid. A non-steroidal anti-inflammatory, analgesic and antipyretic, it is used as a pre-operative anti-miotic as well as orally for arthritis or dental pain. It has a role as a non-steroidal anti-inflammatory drug, a non-narcotic analgesic, an antipyretic and an EC 1.14.99.1 (prostaglandin-endoperoxide synthase) inhibitor. It is a fluorobiphenyl and a monocarboxylic acid. It derives from a propionic acid. It derives from a hydride of a biphenyl. CC(C1=CC(=C(C=C1)C2=CC=CC=C2)F)C(=O)O